2-(4-(1-(3-((4-(heptyloxy)phenyl)sulfonyl)-6-(methylsulfinyl)quinolin-4-yl)piperidin-4-yl)piperazin-1-yl)ethan-1-ol C(CCCCCC)OC1=CC=C(C=C1)S(=O)(=O)C=1C=NC2=CC=C(C=C2C1N1CCC(CC1)N1CCN(CC1)CCO)S(=O)C